europium krypton [Kr].[Eu]